N-(1-{3-[2-(2-aminopyridin-3-yl)-3-[4-({[2-(4-formyl-3-hydroxyphenyl)ethyl]amino}methyl)phenyl]imidazo[4,5-b]pyridin-5-yl]phenyl}piperidin-4-yl)-N-methylacetamide NC1=NC=CC=C1C1=NC=2C(=NC(=CC2)C=2C=C(C=CC2)N2CCC(CC2)N(C(C)=O)C)N1C1=CC=C(C=C1)CNCCC1=CC(=C(C=C1)C=O)O